[C@H](C)(CC)NC=1N=CC2=C(N1)NC=C2C=2C=C1C(CNC(C1=CC2)=O)(C)C (S)-6-(2-(sec-butylamino)-7H-pyrrolo[2,3-d]pyrimidin-5-yl)-4,4-dimethyl-3,4-dihydroisoquinolin-1(2H)-one